C[C@@H]1CN(C[C@@H](C1)C)C[C@@H](C(=O)O)NC (S)-3-((3S,5R)-3,5-dimethylpiperidin-1-yl)-2-(methylamino)propanoic acid